O1CC(CC1)NC1=C(C(=O)N)C=CC=N1 ((tetrahydrofuran-3-yl)amino)nicotinamide